trans-4-(trifluoromethyl)cyclohexyl ((R)-(4-nitrophenoxy)(phenoxy)phosphoryl)-L-alaninate [N+](=O)([O-])C1=CC=C(O[P@](=O)(OC2=CC=CC=C2)N[C@@H](C)C(=O)O[C@@H]2CC[C@H](CC2)C(F)(F)F)C=C1